C1(CC1)NC(C1=C(C=C(C=C1OC)C1=CN=C2N1C=CC(=C2)C(C(CC)=O)(C)C)OC(F)F)=O N-cyclopropyl-2-(difluoromethoxy)-4-[7-(1,1-dimethyl-2-oxo-butyl)imidazo[1,2-a]pyridin-3-yl]-6-methoxy-benzamide